ClC=1C=C(C=CC1)NC1=NC=NC2=CC=C(C=C12)C=1C=C(C(=NC1)OC)NS(=O)(=O)C=C N-(5-(4-((3-chlorophenyl)amino)quinazolin-6-yl)-2-methoxypyridin-3-yl)ethenesulfonamide